C1(CC1)S(=O)(=O)C1=CC=C(C=C1)C1=NNC2=NC=C(C=C21)C=2C=C1C(=NC2)CCC(CC1)N1[C@@H](CCC1)C (2R)-1-(3-{3-[4-(Cyclopropanesulfonyl)phenyl]-1H-pyrazolo[3,4-b]pyridin-5-yl}-5H,6H,7H,8H,9H-cyclohepta[b]pyridin-7-yl)-2-methylpyrrolidine